BrC1=CC=C(C(=O)N2N=C(CC2C2=NC=CC=C2)C2=CC=C(C=C2)NC(OC2CN(C2)C)=O)C=C1 1-methylazetidin-3-yl (4-(1-(4-bromobenzoyl)-5-(pyridin-2-yl)-4,5-dihydro-1H-pyrazol-3-yl)phenyl)carbamate